N-Propyl-m-Toluidin C(CC)NC1=CC(=CC=C1)C